2-(3,4-dimethoxyphenyl)-6-(1-(2-isobutyl-2-azaspiro[3.3]heptan-6-yl)piperidin-4-yl)-8-methylimidazo[1,2-a]pyridine COC=1C=C(C=CC1OC)C=1N=C2N(C=C(C=C2C)C2CCN(CC2)C2CC3(CN(C3)CC(C)C)C2)C1